C(C1=CC=CC=C1)OC(C1=CC=CC=C1N1CCC(=CC1)C=1C=NC(=CC1)[C@H](C)OC)=O 6-((S)-1-methoxyethyl)-3',6'-dihydro-[3,4'-bipyridine]-1'(2'H)-benzoic acid benzyl ester